ClC=1C(=CC(=NC1)NC(NC1CCC(CC1)NC(C)=O)=O)C1=CN=C2N1CC(C2)(C)C N-((1r,4r)-4-(3-(5-chloro-4-(6,6-dimethyl-6,7-dihydro-5H-pyrrolo[1,2-a]imidazol-3-yl)pyridin-2-yl)ureido)cyclohexyl)acetamide